6-iodo-4-methylheptyl propyloxymethyl ether C(CC)OCOCCCC(CC(C)I)C